NC1=C(C(=NC=N1)C=1C(=C(C=C(C1)F)NC(C1=C(C=C(C=C1)C1CC1)F)=O)C)OCCNC N-(3-(6-amino-5-(2-(methylamino)ethoxy)pyrimidin-4-yl)-5-fluoro-2-methylphenyl)-4-cyclopropyl-2-fluorobenzamide